3-(4-((2-(3,5-dimethoxyphenyl)-9H-purin-6-yl)amino)-1-oxoisoindolin-2-yl)piperidine-2,6-dione COC=1C=C(C=C(C1)OC)C1=NC(=C2N=CNC2=N1)NC1=C2CN(C(C2=CC=C1)=O)C1C(NC(CC1)=O)=O